ClC=1C=C(C=CC1F)N(C(=O)[C@H]1N(C[C@H](C1)C(=O)NC=1C=NN(C1)CCO)C1=NC(=CC(=C1)C(F)(F)F)C)C (2s,4s)-N2-(3-chloro-4-fluorophenyl)-N4-(1-(2-hydroxyethyl)-1H-pyrazol-4-yl)-N2-methyl-1-(6-methyl-4-(trifluoromethyl)pyridin-2-yl)pyrrolidine-2,4-dicarboxamide